4-((1H-Indazol-5-yl)ethynyl)-N-((2-methyltetrahydrofuran-2-yl)methyl)-[2,4'-bipyrimidin]-2'-amine N1N=CC2=CC(=CC=C12)C#CC1=NC(=NC=C1)C1=NC(=NC=C1)NCC1(OCCC1)C